COC=1C=C(C=CC1OC)C1=CC=NC=2N1N=C(C2)C(=O)NC2=CC=C(C(=O)N[C@@H](CC1=CC=CC=C1)C(=O)O)C=C2 (4-(7-(3,4-dimethoxyphenyl)pyrazolo[1,5-a]pyrimidine-2-carboxamido)benzoyl)-L-phenylalanine